COC1=CC=C(C=C1)CC=O 2-p-methoxyphenylethan-1-one